N-isopropyl-N-(2-((3-((phenylmethyl)sulfonamido)-5-(4-(4-((6-(trifluoromethyl)-pyridazin-3-yl)oxy)phenyl)piperidine-1-carbonyl)pyridin-2-yl)oxy)ethyl)propan-2-aminium chloride [Cl-].C(C)(C)[NH+](C(C)C)CCOC1=NC=C(C=C1NS(=O)(=O)CC1=CC=CC=C1)C(=O)N1CCC(CC1)C1=CC=C(C=C1)OC=1N=NC(=CC1)C(F)(F)F